succinic acid bis(1-ethyl-2,2,6,6-tetramethyl-4-piperidyl) ester C(C)N1C(CC(CC1(C)C)OC(CCC(=O)OC1CC(N(C(C1)(C)C)CC)(C)C)=O)(C)C